tert-Butyl (6R)-3-[1,1-difluoro-4-(hydroxymethyl)pent-4-en-1-yl]-6-methyl-2,4,6,7-tetrahydro-5H-pyrazolo[4,3-c]pyridine-5-carboxylate FC(CCC(=C)CO)(F)C=1NN=C2C1CN([C@@H](C2)C)C(=O)OC(C)(C)C